Rac-dimethylsilanediyl-bis[2-methyl-4-(3,5-dimethylphenyl)-5-methoxy-6-tert-butylinden-1-yl]zirconium dichloride [Cl-].[Cl-].C[Si](=[Zr+2](C1C(=CC2=C(C(=C(C=C12)C(C)(C)C)OC)C1=CC(=CC(=C1)C)C)C)C1C(=CC2=C(C(=C(C=C12)C(C)(C)C)OC)C1=CC(=CC(=C1)C)C)C)C